CC1=NN2C(=NC(=CC2=N1)NC(C)=O)C1=CN=C(O1)C N-[2-methyl-5-(2-methyl-1,3-oxazol-5-yl)-[1,2,4]triazolo[1,5-c]pyrimidin-7-yl]acetamide